C(C)(C)(C)C(C(=N)N)C(C)(C)C di-tert-butyl-acetamidine